O=C1NC(CCC1N1C(C2=CC=CC(=C2C1=O)OCCCCCN1CCN(CC1)C1=NC=C(C=C1)NC1=NN2C(C=N1)=CC=C2C2=CC=NC=C2)=O)=O 2-(2,6-dioxopiperidin-3-yl)-4-((5-(4-(5-((7-(pyridin-4-yl)pyrrolo[2,1-f][1,2,4]triazin-2-yl)amino)pyridin-2-yl)piperazin-1-yl)pentyl)oxy)isoindoline-1,3-dione